FC1=C(C=O)C(=C(C(=C1F)C#C[Si](C)(C)C)F)F 2,3,5,6-tetrafluoro-4-((trimethylsilyl)ethynyl)benzaldehyde